tert-butyl 4-(5-amino-1-((2-(trimethylsilyl)ethoxy)methyl)-1H-pyrazol-3-yl)piperidine-1-carboxylate NC1=CC(=NN1COCC[Si](C)(C)C)C1CCN(CC1)C(=O)OC(C)(C)C